2-bromo-6-(1-(1-(4-fluorophenyl)ethyl)-1H-pyrazol-4-yl)pyridine BrC1=NC(=CC=C1)C=1C=NN(C1)C(C)C1=CC=C(C=C1)F